BrC1=C(C=2C(C3=CC=CC=C3C(C2C=C1)=O)=O)Br dibromo-anthraquinone